CC1=CCOCC1 4-methyl-5,6-dihydropyran